1-methyl-4,5,6,7-tetrahydro-1H-imidazo[4,5-c]pyridin-7-amine CN1C=NC=2CNCC(C21)N